(2S)-3-(3-Fluoro-5-thiazol-4-yl-phenyl)-2-[(3R)-pyrrolidin-3-yl]propanoic acid FC=1C=C(C=C(C1)C=1N=CSC1)C[C@H](C(=O)O)[C@@H]1CNCC1